2,4-dimethyl-bicyclo[1.1.0]butane CC1C2C(C12)C